(S)-N-butyl-5-(4-(2-fluorophenyl)-2-(3-fluoropyrrolidin-1-yl)pyridin-3-yl)-1,3,4-oxadiazol C(CCC)N1COC(=N1)C=1C(=NC=CC1C1=C(C=CC=C1)F)N1C[C@H](CC1)F